methyl-[(6-chloro-3-tetrahydropyran-4-yl-4-quinolinyl) amino]-5-fluoro-benzoate CC=1C(=C(C(=O)[O-])C=C(C1)F)NC1=C(C=NC2=CC=C(C=C12)Cl)C1CCOCC1